O[C@H]1C=2C=CCN(C2NCC1)C(=O)NC=1C=NC(=C(C1)C=1C=NC2=CC(=NC=C2C1)NC)C (R)-5-hydroxy-N-(6-methyl-5-(7-(methylamino)-1,6-naphthyridin-3-yl)pyridin-3-yl)-5,6,7,8-tetrahydronaphthyridine-1-carboxamide